tert-butyl 4-((benzyloxy)methyl)-3,6-dihydropyridine-1(2H)-carboxylate C(C1=CC=CC=C1)OCC=1CCN(CC1)C(=O)OC(C)(C)C